6-amino-2-benzyloxy-3-iodo-5-(3-methoxy-2,6-dimethyl-phenyl)pyrrolo[2,3-b]pyrazine-7-carbonitrile NC1=C(C=2C(=NC(=C(N2)OCC2=CC=CC=C2)I)N1C1=C(C(=CC=C1C)OC)C)C#N